N[C@@H]1[C@@H](OCC12CCN(CC2)N2NC=1N=CN(C(C1C2C#CC2=C(C=CC=C2)C#N)=O)C)C 2-((3S,4S)-4-amino-3-methyl-2-oxa-8-azaspiro[4.5]decan-8-yl)-3-((2-cyanophenyl)ethynyl)-5-methyl-1,5-dihydro-4H-pyrazolo[3,4-d]pyrimidin-4-one